1,3-bis(3-(trifluoromethyl)-3H-diazirin-3-yl)-2-(trifluoromethyl)benzene FC(C1(N=N1)C1=C(C(=CC=C1)C1(N=N1)C(F)(F)F)C(F)(F)F)(F)F